octadeca-9-ene-1,18-dioic acid C(CCCCCCCC=CCCCCCCCC(=O)O)(=O)O